2-(5-(8-methoxy-[1,2,4]triazolo[1,5-a]pyridin-6-yl)-4-(2,2,2-trifluoroethyl)-1H-pyrazol-3-yl)-4-methyl-5-(6-(tetrahydro-2H-pyran-4-yl)-2,6-diazaspiro[3.3]heptan-2-yl)thiazole COC=1C=2N(C=C(C1)C1=C(C(=NN1)C=1SC(=C(N1)C)N1CC3(C1)CN(C3)C3CCOCC3)CC(F)(F)F)N=CN2